C(C)N1N=CC=C1C1=CC=C(C=C1)[C@H](CO)NC(=O)[C@H]1NC[C@@H](C1)O (2S,4R)-2-({(1R)-1-[4-(1-ethyl-1H-pyrazol-5-yl)phenyl]-2-hydroxyethyl}carbamoyl)-4-hydroxypyrrolidine